O=C1NC(CCC1N1C(C2=CC=CC(=C2C1=O)SCCOCCOCCOCCOCCC(=O)O)=O)=O 1-((2-(2,6-dioxopiperidin-3-yl)-1,3-dioxoisoindolin-4-yl)sulfanyl)-3,6,9,12-tetraoxapentadecane-15-oic acid